BrCC1=NNCC2=CC=CC=C12 4-(bromomethyl)-2H-phthalazine